CC1(N(CCC1)CCNC(=O)C=1C=C(C(=NC1)C)NC(=O)C=1N=NN2C1C=CC(=C2)C=2C=NN(C2)CC(C)(C)O)C N-(5-((2-(2,2-dimethylpyrrolidin-1-yl)ethyl)carbamoyl)-2-methylpyridin-3-yl)-6-(1-(2-hydroxy-2-methylpropyl)-1H-pyrazol-4-yl)-[1,2,3]triazolo[1,5-a]pyridine-3-carboxamide